7-(4-(2-morpholinoethoxy)phenyl)-3-((3-isopropoxy-3-oxopropyl)amino)benzo[e][1,2,4]triazine-1,4-dioxide O1CCN(CC1)CCOC1=CC=C(C=C1)C1=CC2=C([N+](=C(N=[N+]2[O-])NCCC(=O)OC(C)C)[O-])C=C1